C(CCCCCCCCCCCCC)(=O)C(O)(C[N+](C)(C)C)CC([O-])=O Myristoylcarnitin